ClC=1C=CC2=C(CCC=3C(=NC=CC3)C2=C2CCN(CC2)C(NC(C)C)=S)C1 4-(8-chloro-5,6-dihydro-11H-benzo[5,6]cyclohepta[1,2-b]pyridin-11-ylidene)-N-isopropylpiperidine-1-carbothioic acid amide